5-chloro-2-cyclopropylpyridin ClC=1C=CC(=NC1)C1CC1